C(C)(C)(C)OC(=O)N1C2(CCCC1CC2)C2=CC=C1C(=N2)NC(=N1)C1=C(C2=C(NC1=O)SC=C2)N (2-(4-amino-6-oxo-6,7-dihydrothieno[2,3-b]pyridin-5-yl)-3H-imidazo[4,5-b]pyridin-5-yl)-8-azabicyclo[3.2.1]octane-8-carboxylic acid tert-butyl ester